tert-butyl 6-[[6-(trifluoromethyl) pyridazin-3-yl]methyl]-2-azaspiro[3.3]heptane-2-carboxylate FC(C1=CC=C(N=N1)CC1CC2(CN(C2)C(=O)OC(C)(C)C)C1)(F)F